FC(C)(F)C1=NC(=CC(=N1)NC1=CC(=NC=C1C1=NC(=NC=C1)C)NC(C)=O)C N-(4-((2-(1,1-difluoroethyl)-6-methylpyrimidin-4-yl)amino)-5-(2-methylpyrimidin-4-yl)pyridin-2-yl)acetamide